[(2R,3R,4R,5R,6R)-5-acetamido-3,4-diacetoxy-6-[2-(2-benzyloxyethoxy)ethoxy]-tetra-hydropyran-2-yl]methyl acetate C(C)(=O)OC[C@H]1O[C@H]([C@@H]([C@H]([C@H]1OC(C)=O)OC(C)=O)NC(C)=O)OCCOCCOCC1=CC=CC=C1